FC1=CC(=C(C=C1)O)C 4-fluoro-2-Methylphenol